COC1=CC2=C(N(C(C3=C(N2)C=CC=C3)=O)S(=O)(=O)C3=CC2=CC=CC=C2C=C3)C=C1 7-methoxy-10-(naphthalen-2-ylsulfonyl)-5,10-dihydro-11H-dibenzo[b,e][1,4]diazepin-11-one